(S)-1-(3'-(8-(3-aminopyrrolidin-1-yl)quinoxalin-6-yl)-3-chloro-5'-fluoro-2'-hydroxy-[1,1'-biphenyl]-4-yl)-3-methyl-1H-imidazol-2(3H)-one N[C@@H]1CN(CC1)C=1C=C(C=C2N=CC=NC12)C=1C(=C(C=C(C1)F)C1=CC(=C(C=C1)N1C(N(C=C1)C)=O)Cl)O